C(C1=CC=CC=C1)N1CCC(CC1)CCNC(=O)N1[C@@H](CN(C[C@H]1C)C=1N=NC(=CC1)OC(F)(F)F)C (2R,6R)-N-[2-(1-benzylpiperidin-4-yl)ethyl]-2,6-dimethyl-4-[6-(trifluoromethoxy)pyridazin-3-yl]piperazine-1-carboxamide